2-chloro-5-methyl-N-[(3R)-tetrahydropyran-3-yl]pyrimidin-4-amine ClC1=NC=C(C(=N1)N[C@H]1COCCC1)C